ethyl 3-((1R,2S,5S)-3-((S)-2-((tert-butoxycarbonyl)amino)-3,3-dimethylbutanoyl)-6,6-dimethyl-3-azabicyclo[3.1.0]hexane-2-carboxamido)-4-cyclopropyl-2-hydroxybutanoate C(C)(C)(C)OC(=O)N[C@H](C(=O)N1[C@@H]([C@H]2C([C@H]2C1)(C)C)C(=O)NC(C(C(=O)OCC)O)CC1CC1)C(C)(C)C